20-methyl-pregn-4-ene CC(C)[C@H]1CC[C@H]2[C@@H]3CCC4=CCCC[C@]4(C)[C@H]3CC[C@]12C